CC=1OC(=C(N1)C)C(=O)N 2,4-dimethyl-1,3-oxazole-5-carboxamide